methyl (2S,3S)-2-(4-toluenesulfonamido)-2-phenyl-3-methyl-(3-fluorophenyl)-3-anilinopropionate CC1=CC=C(C=C1)S(=O)(=O)N[C@](C(=O)OC)([C@](NC1=CC=CC=C1)(C)C1=CC(=CC=C1)F)C1=CC=CC=C1